((2R,3S,4R,5R)-5-(4-aminopyrrolo[2,1-f][1,2,4]triazin-7-yl)-5-cyano-3,4-dihydroxytetrahydrofuran-2-yl)methyl spiro[3.3]heptane-2-carboxylate C1C(CC12CCC2)C(=O)OC[C@H]2O[C@@]([C@@H]([C@@H]2O)O)(C#N)C2=CC=C1C(=NC=NN12)N